4-methylenedioxy-benzilic acid C1OC2=CC=C(C(C(=O)O)(O)C3=CC=CC=C3)C=C2O1